C1(=CC=CC=C1)P(C1=C(C2=CC=CC=C2C=C1)C1=C(C=CC2=CC=CC=C12)P(C1=CC=CC=C1)C1=CC=CC=C1)C1=CC=CC=C1 (+/-)-2,2'-bis(diphenylphosphino)1,1'-binaphthyl